FC1=C(C(=C(C(=C1F)F)F)F)CCCCCCCCCCCCCCCCCCCN 2,3,4,5,6-pentafluorobenzenenonadecanamine